CN1C2CC(C[C@@H]1CC2)NC=2C=CC1=C(N=C(S1)C#N)C2 5-[[(5S)-8-methyl-8-azabicyclo[3.2.1]octan-3-yl]amino]-1,3-benzothiazole-2-carbonitrile